(5aR,5bS,7aS,10aS,10bR,12S,12aS)-12-hydroxy-2-(4-hydroxyphenyl)-5a,7a-dimethyl-4,5,5a,5b,6,7,7a,9,10,10a,10b,11,12,12a-tetradecahydro-8H-cyclopenta[7,8]phenanthro[2,1-d]thiazol-8-one O[C@H]1C[C@H]2[C@H]3[C@](CC[C@@H]2[C@]2(CCC=4N=C(SC4[C@H]12)C1=CC=C(C=C1)O)C)(C(CC3)=O)C